4-(adamantan-1-yl)-N-(4-phenylnaphthalene-1-yl)amine C12(CC3CC(CC(C1)C3)C2)C2(CC=C(C3=CC=CC=C23)N)C2=CC=CC=C2